methyl (2S)-3-amino-2-((4-(4-((2-(benzyloxycarbonylamino)ethyl)amino)-4-oxobutoxy)-2,6-dimethylphenyl)sulfonylamino)propanoate NC[C@@H](C(=O)OC)NS(=O)(=O)C1=C(C=C(C=C1C)OCCCC(=O)NCCNC(=O)OCC1=CC=CC=C1)C